(3S)-3-[9H-fluorene-9-ylmethoxycarbonyl-(methyl)amino]-4-oxo-4-piperidin-1-ylbutanoic acid C1=CC=CC=2C3=CC=CC=C3C(C12)COC(=O)N([C@@H](CC(=O)O)C(N1CCCCC1)=O)C